OC1=C(OC2=C(O1)C=CC=C2)O 2,3-dihydroxybenzo[b][1,4]dioxin